Tert-Butyl (11-chloro-7-ethyl-2-oxo-7,8-dihydro-2H-[3]benzoxocino[5,6-c]pyridin-3(5H)-yl)acetate ClC=1C=CC2=C(C1)C=1C(=CN(C(C1)=O)CC(=O)OC(C)(C)C)COC(C2)CC